C(#N)C=1C=CC(=NC1OCCN(C)C)NC(C1=CN=C(C=C1)C1=C(C=C(C=C1)C1=NOC(=N1)C)C1CC1)=O N-(5-Cyano-6-(2-(dimethylamino)ethoxy)pyridin-2-yl)-6-(2-cyclopropyl-4-(5-methyl-1,2,4-oxadiazol-3-yl)phenyl)nicotinamid